methyl (6S,10S)-10-(1,3-benzodioxol-5-yl)-6-butyl-2-(4-chlorobenzyl)-1-(4-chlorophenyl)-3,8-dioxo-4-oxa-2,7,9-triazadodecan-12-oate O1COC2=C1C=CC(=C2)[C@@H](NC(N[C@H](COC(N(CC2=CC=C(C=C2)Cl)CC2=CC=C(C=C2)Cl)=O)CCCC)=O)CC(=O)OC